ClC1=C(C(=NC=N1)NC1=C(C=CC(=C1)[N+](=O)[O-])N1CCNCC1)N 6-chloro-N4-(5-nitro-2-(piperazin-1-yl)phenyl)pyrimidine-4,5-diamine